sebacic acid, dihydrazide maleate C(\C=C/C(=O)O)(=O)O.C(CCCCCCCCC(=O)NN)(=O)NN